2-(6-(1-(trifluoromethyl)cyclopropyl)pyridin-3-yl)acetic acid FC(C1(CC1)C1=CC=C(C=N1)CC(=O)O)(F)F